CC1(NC(CC(C1)OC(CCCCCCCCCCCCCCC)=O)(C)C)C 2,2,6,6-tetramethyl-4-piperidylhexadecanoate